Diethylene Hexanoate C(CCCCC)(=O)O.C=C.C=C